NC=1C(N(C2=NC(=CC=C2C1NC)C(F)(F)F)C=1C=NC=CC1)=O 3-amino-4-(methylamino)-1-(pyridin-3-yl)-7-(trifluoromethyl)-1,8-naphthyridin-2(1H)-one